CC1(CN(CCN1C(=O)C1=CNC(C=C1)=O)C(C(=O)NC1=NC=C(C=C1)OC1=CC=C(C=C1)F)C)C 2-(3,3-dimethyl-4-(6-oxo-1,6-dihydropyridine-3-carbonyl)piperazin-1-yl)-N-(5-(4-fluorophenoxy)pyridin-2-yl)propanamide